(1S,8S)-8-ethyl-4-fluoro-8-hydroxy-1-(morpholinomethyl)-1,2,11,14-tetrahydro-6H,12H-pyrano[3',4':6,7]indolizino[2,1-b]pyrrolo[3,2,1-ij]quinoline-6,9,12(8H)-trione C(C)[C@]1(C(OCC=2C(N3CC=4N5C6=C(C=C(C=C6C(C4C3=CC21)=O)F)C[C@H]5CN5CCOCC5)=O)=O)O